methyl 3-amino-6-bromo-pyrazine-2-carboxylate NC=1C(=NC(=CN1)Br)C(=O)OC